tin (4+) chloride [Sn](Cl)(Cl)(Cl)Cl